N-(2-((diethylamino)methyl)benzyl)-3-(4-hydroxybenzamido)benzamide C(C)N(CC)CC1=C(CNC(C2=CC(=CC=C2)NC(C2=CC=C(C=C2)O)=O)=O)C=CC=C1